oleyl-bis(2-hydroxyethyl)methylammonium C(CCCCCCC\C=C/CCCCCCCC)[N+](C)(CCO)CCO